1-(((R)-1-(2-cyanoacetyl)piperidin-3-yl)oxy)-4-((cis-3-(dimethylamino)cyclobutyl)ethynyl)-7-isopropoxyisoquinoline-6-carboxamide C(#N)CC(=O)N1C[C@@H](CCC1)OC1=NC=C(C2=CC(=C(C=C12)OC(C)C)C(=O)N)C#C[C@@H]1C[C@@H](C1)N(C)C